[2-Chloro-7-methoxy-6-(tetrahydro-furan-3-yloxy)-quinazolin-4-yl]-[1-(3-nitro-5-trifluoromethyl-phenyl)-ethyl]-amine ClC1=NC2=CC(=C(C=C2C(=N1)NC(C)C1=CC(=CC(=C1)C(F)(F)F)[N+](=O)[O-])OC1COCC1)OC